beta-Himachalene Oxide CC1=C2CCC3(C(C2C(CCC1)(C)C)O3)C